C(CCC(=O)N)(=O)N.[Na] sodium succinamide